ethyl 2-(5,6-dimethoxythieno[2,3-b]pyridine-2-carbonyl)butanedioate COC=1C=C2C(=NC1OC)SC(=C2)C(=O)C(C(=O)OCC)CC(=O)[O-]